NCC=1C=C(C=CC1)C=1C=C2C(=NN(C2=C2C1OC=C2)C)COC2=C(C=CC=C2)CC(=O)OC(C)(C)C tert-butyl 2-(2-((5-(3-(aminomethyl)phenyl)-1-methyl-1H-furo[2,3-g]indazol-3-yl)methoxy)phenyl)acetate